C(C)(C)(C)C1=NC(=NO1)C(=O)NCC1C(CN(CC1)C=1C=2N(C=C(N1)C=1C=NN(C1)C)N=CC2)(F)F 5-(tert-butyl)-N-((3,3-difluoro-1-(6-(1-methyl-1H-pyrazol-4-yl)pyrazolo[1,5-a]pyrazin-4-yl)piperidin-4-yl)methyl)-1,2,4-oxadiazole-3-carboxamide